(R)-8-((5-(4-(2-oxopyrrolidin-1-yl)phenyl)pyridin-2-yl)amino)-3a,4-dihydro-1H,3H-oxazolo[3,4-d]pyrido[2,3-b][1,4]oxazin-1-one O=C1N(CCC1)C1=CC=C(C=C1)C=1C=CC(=NC1)NC1=CC2=C(OC[C@H]3N2C(OC3)=O)N=C1